5-((1R,4R)-2-oxo-5-azabicyclo[2.2.1]heptane-5-yl)-N-(3-(difluoromethyl)-1-((1R,4R)-4-(2-oxoethyl)cyclohexyl)-1H-pyrazol-4-yl)pyrazolo[1,5-a]pyrimidine-3-carboxamide O=C1[C@H]2CN([C@@H](C1)C2)C2=NC=1N(C=C2)N=CC1C(=O)NC=1C(=NN(C1)C1CCC(CC1)CC=O)C(F)F